methyl (1R,2S)-2-((4-bromo-3-((cyclopentyloxy)methyl)phenyl)carbamoyl)cyclohexane-1-carboxylate BrC1=C(C=C(C=C1)NC(=O)[C@@H]1[C@@H](CCCC1)C(=O)OC)COC1CCCC1